BrC=1N(C(C2=CC=CC=C2C1)P(OC)(OC)=O)C Dimethyl (3-bromo-2-methyl-1,2-dihydroisoquinolin-1-yl)phosphonate